FC1(OC=2C(=CC3=C(N=C(S3)NC([C@H](C)N3CC(C(CC3)(F)F)N3C(NC(C=C3)=O)=O)=O)C2)O1)F (2S)-N-(2,2-difluoro-[1,3]dioxolo[4',5':4,5]benzo[1,2-d]thiazol-6-yl)-2-(3-(2,4-dioxo-3,4-dihydropyrimidin-1(2H)-yl)-4,4-difluoropiperidin-1-yl)propanamide